2-(4-(aminomethyl)piperidin-1-yl)acetamide NCC1CCN(CC1)CC(=O)N